N-(4-(Difluoromethoxy)phenyl)-4-methoxy-N-(1-(pyrimidin-5-yl)piperidin-4-yl)pyridin-3-amine FC(OC1=CC=C(C=C1)N(C=1C=NC=CC1OC)C1CCN(CC1)C=1C=NC=NC1)F